C(C1=CC=CC=C1)OCC12OCC(CC1)(CC2)C(=O)OCC ethyl 1-((benzyloxy)methyl)-2-oxabicyclo[2.2.2]octane-4-carboxylate